4-(2-{[(2R,7aS)-2-fluoro-hexahydro-1H-pyrrolizin-7a-yl]methoxy}-6-chloro-4-{3,8-diazabicyclo[3.2.1]octan-3-yl}-8-fluoroquinazolin-7-yl)-5-ethylnaphthalen-2-ol F[C@@H]1C[C@@]2(CCCN2C1)COC1=NC2=C(C(=C(C=C2C(=N1)N1CC2CCC(C1)N2)Cl)C2=CC(=CC1=CC=CC(=C21)CC)O)F